(5-methyl-2-(1-methyl-2-oxoindolin-5-ylamino)pyrimidin-4-ylamino)benzo[d]oxazol-2(3H)-one CC=1C(=NC(=NC1)NC=1C=C2CC(N(C2=CC1)C)=O)NN1C(OC2=C1C=CC=C2)=O